2-[METHYL(2-METHYLPROPYL)AMINO]ACETIC ACID CN(CC(=O)O)CC(C)C